N=CCC 1-iminopropane